COC1=C(C=CC=C1C=1C=NN(C1)C[C@@]1(COCC1)OC)C1=NN(C2=CN=C(C=C21)NC(=O)C2CC2)C (S)-N-(3-(2-methoxy-3-(1-((3-methoxytetrahydrofuran-3-yl)methyl)-1H-pyrazol-4-yl)phenyl)-1-methyl-1H-pyrazolo[3,4-c]pyridin-5-yl)cyclopropanecarboxamide